BrC1=CC=C2C=CN=C(C2=C1)NCC1=C(C=C(C=C1)OC)OC 7-bromo-N-(2,4-dimethoxybenzyl)isoquinolin-1-amine